COC(CC1=CC(=C(C=C1)Br)F)=O 2-(4-Bromo-3-fluorophenyl)acetic acid methyl ester